C(C)(C)(C)OCC(=O)N1CC2(C1)CCN(CC2)C2=CC(=C1C(=N2)C(=CS1)C(=O)NC)C(F)(F)F 5-[2-(2-tert-butoxyacetyl)-2,7-diazaspiro[3.5]non-7-yl]-N-methyl-7-(trifluoromethyl)thieno[3,2-b]pyridine-3-carboxamide